O1C(=CC=C1)CCNC(=O)C1=C(OC=2N=CN=C(C21)NC2(CC2)C)C N-[2-(furan-2-yl)ethyl]-6-methyl-4-[(1-methylcyclopropyl)amino]furo[2,3-d]pyrimidine-5-carboxamide